4'-[(1-methylethylidene)bis(4,1-phenyleneoxymethylene)]bis(1,3-dioxolan-2-one) CC(C)(C1=CC=C(C=C1)OCC1OC(OC1)=O)C1=CC=C(C=C1)OCC1OC(OC1)=O